1,4-bis[2-(4-chloro-3-fluorophenoxy)acetamido]bicyclo[2.2.2]octan-2-yl [2-(phosphonooxy)ethyl]carbamate P(=O)(O)(O)OCCNC(OC1C2(CCC(C1)(CC2)NC(COC2=CC(=C(C=C2)Cl)F)=O)NC(COC2=CC(=C(C=C2)Cl)F)=O)=O